C(CCCCCCC)[Al](CCCCCCCC)CCCCCCCC trin-octyl-aluminum